BrC1=CC(C(=C(N1CC)C1=CC(=C(C=C1)Cl)Cl)C(=O)OCC)=O ethyl 6-bromo-2-(3,4-dichlorophenyl)-1-ethyl-4-oxo-pyridine-3-carboxylate